tert-butyl 4-(3-bromo-4-methoxycarbonyl-phenyl)-3,6-dihydro-2H-pyridine-1-carboxylate BrC=1C=C(C=CC1C(=O)OC)C=1CCN(CC1)C(=O)OC(C)(C)C